tert-butyl 4-((3-(2-(2,6-dioxopiperidin-3-yl)-1,3-dioxoisoindolin-5-yloxy)piperidin-1-yl)methyl)piperidine-1-carboxylate O=C1NC(CCC1N1C(C2=CC=C(C=C2C1=O)OC1CN(CCC1)CC1CCN(CC1)C(=O)OC(C)(C)C)=O)=O